OCC=1N=NN(C1C)CCN1C(C2=CC=CC=C2C1=O)=O 2-[2-[4-(hydroxymethyl)-5-methyl-triazol-1-yl]ethyl]isoindoline-1,3-dione